benzyl 4-(4-(aminomethyl)phenoxy)piperidine-1-carboxylate NCC1=CC=C(OC2CCN(CC2)C(=O)OCC2=CC=CC=C2)C=C1